2-((5-methoxy-7-(methyl-d3)-1H-indol-4-yl)methyl)-2H-indazole-6-carbonitrile COC=1C(=C2C=CNC2=C(C1)C([2H])([2H])[2H])CN1N=C2C=C(C=CC2=C1)C#N